FC(OC=1C=CC(=NC1)OC1=CC=C(C#N)C=C1)F 4-((5-(difluoromethoxy)pyridin-2-yl)oxy)-benzonitrile